(E)-4-((2-isonicotinyl-hydrazono)methyl)-N-phenylbenzamide C(C1=CC=NC=C1)N\N=C\C1=CC=C(C(=O)NC2=CC=CC=C2)C=C1